2-allyl-1-(6-(2-hydroxypropan-2-yl)pyridin-2-yl)-6-((4-methyl-3,4-dihydro-2H-benzo[B][1,4]oxazin-7-yl)amino)-1,2-dihydro-3H-pyrazolo[3,4-d]pyrimidin-3-one C(C=C)N1N(C2=NC(=NC=C2C1=O)NC=1C=CC2=C(OCCN2C)C1)C1=NC(=CC=C1)C(C)(C)O